C(C1=CC=CC=C1)OC(=O)N([C@@H](C(=O)OC)CC1=CC=C(C=C1)[N+](=O)[O-])CCNC(=O)OC(C)(C)C methyl (2R)-2-[benzyloxycarbonyl-[2-(tert-butoxycarbonylamino)ethyl]-amino]-3-(4-nitrophenyl)propanoate